(E)-2-(((dimethylamino)methylene)amino)-1-tosyl-1H-pyrrole-3-carboxylic acid CN(C)\C=N\C=1N(C=CC1C(=O)O)S(=O)(=O)C1=CC=C(C)C=C1